C(C1=CC=CC=C1)N1CCC(CC1)N1CC(C2=NC=C(C=C21)F)(C)C N-(1-benzylpiperidin-4-yl)-6-fluoro-3,3-dimethyl-2,3-dihydro-1H-pyrrolo[3,2-b]pyridine